O1CC(C1)COC1=NC=CC(=C1)C1=CC=C2C(=N1)N1C(=N2)CC[C@@H]1C1=CC=CC=C1 (R)-2-(2-(oxetan-3-ylmethoxy)pyridin-4-yl)-8-phenyl-7,8-dihydro-6H-pyrrolo[2',1':2,3]imidazo[4,5-b]pyridine